3-(2-(4-((2-(4-(7,7'-diaza[2,7'-bispiro[3.5]nonan]-2'-yl)piperazin-1-yl)pyrimidin-4-yl)methoxy)phenyl)propan-2-yl)-5-chlorobenzonitrile C1C(CC12CCNCC2)N2CCC1(CC(C1)N1CCN(CC1)C1=NC=CC(=N1)COC1=CC=C(C=C1)C(C)(C)C=1C=C(C#N)C=C(C1)Cl)CC2